CC1=C2C=CC(OC2=CC(=C1)C)=O 5,7-dimethylcoumarin